CC=1C=C(C=CC1NC(C)CC(C)C)N=C1C=CC(C=C1)=O 4-((3-methyl-4-((4-methylpent-2-yl)amino)phenyl)imino)cyclohex-2,5-dien-1-one